N(=[N+]=[N-])C1CCN(CC1)C=1N(C=CN1)C 4-azido-1-(1-methyl-1H-imidazol-2-yl)piperidine